acetamido-2-methoxy-[1,1'-biphenyl] C(C)(=O)NC=1C(=C(C=CC1)C1=CC=CC=C1)OC